6-(difluoromethyl)-5-fluoropyridin-2-amine FC(C1=C(C=CC(=N1)N)F)F